C(C(O)C)(=O)[O-].CC1=NC(=CC=C1[C@H]1[NH+](CCC1)C)C (2S)-2-(2,6-dimethylpyridin-3-yl)-1-methylpyrrolidin-1-ium lactate